N-(5-(6,7-dihydro-4H-pyrazolo[5,1-c][1,4]oxazin-2-yl)-4-((4-isopropoxy-6-(methylsulfonyl)pyridin-2-yl)amino)pyridin-2-yl)acetamide N1=C(C=C2COCCN21)C=2C(=CC(=NC2)NC(C)=O)NC2=NC(=CC(=C2)OC(C)C)S(=O)(=O)C